BrC1=CC=C(C=C1)NC(CC1C(C=CC=C1)(O)C1=CC=C(C=C1)Br)=O N,2-bis(4-bromophenyl)-2-hydroxyphenylacetamide